1,1,1,3,3,3-hexafluoro-propan-2-yl-(R)-1-((6-cyclopropyl-pyridin-3-yl)-carbamoyl)-6-azaspiro[2.5]-octane FC(C(C(F)(F)F)[C@@]1(CC12CCNCC2)C(NC=2C=NC(=CC2)C2CC2)=O)(F)F